(S)-5-(2-(3-(2-(4-chloro-5-fluorothiophen-2-yl)ethyl)-3-(ethoxymethyl)pyrrolidin-1-yl)propan-2-yl)-2-methylpyridine citrate C(CC(O)(C(=O)O)CC(=O)O)(=O)O.ClC=1C=C(SC1F)CC[C@]1(CN(CC1)C(C)(C)C=1C=CC(=NC1)C)COCC